4-(difluoromethoxy)-2,5-difluoroaniline FC(OC1=CC(=C(N)C=C1F)F)F